CN(CC=O)C 2-dimethylamino-ethanon